COC(CCC=1N(C=C(N1)N1C(CN(CC1)C(=O)OC(C)(C)C)=O)C)=O tert-butyl 4-[2-(3-methoxy-3-oxo-propyl)-1-methyl-imidazol-4-yl]-3-oxo-piperazine-1-carboxylate